FC1=C(C=CC(=C1)F)N1N=CC=2C(CCCC12)NC(=O)C=1N=C(SC1)SC N-[1-(2,4-difluorophenyl)-4,5,6,7-tetrahydro-1H-indazol-4-yl]-2-(methylthio)-1,3-thiazole-4-carboxamide